COC(=O)C1(CC1)C1=CC=C(C=C1)C=1C=NC(=C(C1)F)C=1C=NN(C1NC1=NC(=CN=C1)OC1CC1)C 1-[4-[6-[5-[[6-(cyclopropyloxy)pyrazin-2-yl]amino]-1-methyl-pyrazol-4-yl]-5-fluoro-3-pyridinyl]phenyl]cyclopropanecarboxylic acid methyl ester